ClC1=C(C#N)C=CC(=C1C)N1CC2(CC1)CCN(CC2)C2=CC=C(C=C2)C(=O)N2CCN(CC2)C2CN(C2)C=2C=C1C(N(C(C1=CC2)=O)C2C(NC(CC2)=O)=O)=O 2-chloro-4-(8-(4-(4-(1-(2-(2,6-dioxopiperidin-3-yl)-1,3-dioxoisoindolin-5-yl)azetidin-3-yl)piperazine-1-carbonyl)phenyl)-2,8-diazaspiro[4.5]decan-2-yl)-3-methylbenzonitrile